COC1=NC=C(C(=N1)OC)C1=CC(=C(N=N1)N)[C@@H]1[C@H](C1)CF 6-(2,4-dimethoxypyrimidin-5-yl)-4-((1S,2S)-2-(fluoromethyl)cyclopropyl)pyridazin-3-amine